[Cl-].CC1CCC(C(C1)PC1C(CCC(C1)C)C(C)C)C(C)C bis[5-methyl-2-(1-methylethyl)cyclohexyl]-phosphine chloride